tert-butyl ((4-cyano-6'-(4-fluorophenyl)-[2,4'-bipyridin]-3'-yl)methyl)carbamate C(#N)C1=CC(=NC=C1)C1=C(C=NC(=C1)C1=CC=C(C=C1)F)CNC(OC(C)(C)C)=O